NC1=NC=CC=C1C1=CC(=NO1)CC1=CC=C(CNC=2SC=C(N2)Cl)C=C1 N-(4-((5-(2-aminopyridin-3-yl)isoxazol-3-yl)methyl)benzyl)-4-chlorothiazol-2-amine